C(C)OC([C@H](CC1CC1)OC1=C(C=C(C=C1)Br)C1=NOCC1OCC)=O (2S)-2-[4-bromo-2-(4-ethoxy-4,5-dihydroisoxazol-3-yl)phenoxy]-3-cyclopropylpropionic acid ethyl ester